C(N)(=O)C1=CC=C(C(=C1C1=C(C=CC2=C1C[C@](O2)(C2=CC=CC=C2)CN[C@H]2CC[C@H](CC2)C(=O)OC)Cl)F)F Methyl (cis)-4-((((2S,4S)-4-(6-carbamoyl-2,3-difluorophenyl)-5-chloro-2-phenyl-2,3-di-hydrobenzofuran-2-yl)methyl)amino)cyclohexane-1-carboxylate